m-({4-[2-amino-6-(m-cyanophenyl)-4-pyrimidinyl]-1H-1,2,3-triazol-1-yl}methyl)benzoic acid NC1=NC(=CC(=N1)C=1N=NN(C1)CC=1C=C(C(=O)O)C=CC1)C1=CC(=CC=C1)C#N